FC1=CC=C(C=C1)C(C(C)(C)C)N1N=CC(=C1)C1=CN=CC(=N1)C1=C(C=2N(C=C1)N=C(N2)N)C 7-(6-(1-(1-(4-fluorophenyl)-2,2-dimethylpropyl)-1H-pyrazol-4-yl)pyrazin-2-yl)-8-methyl-[1,2,4]triazolo[1,5-a]pyridin-2-amine